methyl 2-(5-nitropyrimidin-2-yl)oxyacetate [N+](=O)([O-])C=1C=NC(=NC1)OCC(=O)OC